C(C)OC(=O)C=1C(=C2N(N1)CCC2)NC2=CC=C(C=C2)C(F)(F)F.C(C=C)(=O)OCCCCCC[Si](OC)(OC)C acryloyloxyhexyl-methyl-dimethoxysilane ethyl-3-((4-(trifluoromethyl)phenyl)amino)-5,6-dihydro-4H-pyrrolo[1,2-b]pyrazole-2-carboxylate